3-{1-[4-(piperazine-1-carbonyl)-phenyl]-1H-[1,2,3]triazol-4-yl}-1H-[1,8]naphthyridin-2-one N1(CCNCC1)C(=O)C1=CC=C(C=C1)N1N=NC(=C1)C=1C(NC2=NC=CC=C2C1)=O